OC(C(=O)C1=CC=C(C=C1)CC1=CC=C(C=C1)O)(C)C 2-hydroxy-1-(4-(4-hydroxybenzyl)phenyl)-2-methyl-1-propanone